ClC=1C(=C(OC2=C(C(N(N=C2)C)=O)C2=NOC[C@H](N2)CC2=C(C=C(C=C2)C)C)C=CC1)F |r| 5-(3-chloro-2-fluorophenoxy)-4-[(5RS)-5-(2,4-dimethylbenzyl)-5,6-dihydro-4H-1,2,4-oxadiazin-3-yl]-2-methylpyridazin-3(2H)-one